FC(OC1=NC=CC(=C1)CNC(=O)N[C@H]1[C@@H](C1)C(F)(F)F)F 1-[[2-(difluoromethoxy)pyridin-4-yl]methyl]-3-[(1R,2R)-2-(trifluoromethyl)cyclopropyl]urea